COC1CN(CC1NC)C1=CC=C(C=C1)N1C=NC(=C1)NC=1N=CC(=NC1)C#N 5-((1-(4-(3-Methoxy-4-(methylamino)pyrrolidin-1-yl)phenyl)-1H-imidazol-4-yl)amino)pyrazine-2-carbonitrile